OC=1C(=NC=CC1OC)C(=O)N[C@H](C(=O)ON(C)C(CC)(C1=CC=C(C=C1)Cl)C1=CC=C(C=C1)Cl)C [1,1-bis(4-chlorophenyl)propyl-methyl-amino] (2S)-2-[(3-hydroxy-4-methoxy-pyridine-2-carbonyl) amino]propanoate